FC1=CC=C(C=C1)C=NC1=CC=C(C=C1)C N-[(4-fluorophenyl)methylene]-4-methylaniline